C(C)(C)C1=C(C=CC(=C1)N1CCN(CC1)C)NC1=NC=C(C(=N1)NCCCN1C(CCCC1)=O)C(F)(F)F 1-(3-((2-((2-isopropyl-4-(4-methylpiperazin-1-yl)phenyl)amino)-5-(trifluoromethyl)pyrimidin-4-yl)amino)propyl)piperidin-2-one